C[C@H](CC/C=C(\\C)/C(=O)O)CCO The molecule is a monoterpenoid that is (2E)-oct-2-enoic acid substituted by hydroxy group at position 8 and methyl groups at positions 2 and 6 respectively (the 6R stereoisomer). Isolated from the Chinese herb Cistanche salsa, It exhibits anti-osteoporotic activity. It has a role as a metabolite and a bone density conservation agent. It is a monoterpenoid and a hydroxy monocarboxylic acid.